6-((S)-cyclopropyl((1-methylcyclobutyl)amino)methyl)-2-(3-((S)-(4-methyl-4H-1,2,4-triazol-3-yl)(oxetan-3-yl)methyl)phenyl)-4-(trifluoromethyl)isoindolin-1-one C1(CC1)[C@@H](C1=CC(=C2CN(C(C2=C1)=O)C1=CC(=CC=C1)[C@H](C1COC1)C1=NN=CN1C)C(F)(F)F)NC1(CCC1)C